C(N)(OCCCCCC=O)=O 6-oxohexyl carbamate